2,5-Dibromopyridin-3-yl 2,4,6-tri-O-acetyl-3-azido-3-deoxy-1-thio-α-D-galactopyranoside C(C)(=O)O[C@H]1[C@@H](SC=2C(=NC=C(C2)Br)Br)O[C@@H]([C@@H]([C@@H]1N=[N+]=[N-])OC(C)=O)COC(C)=O